2,6-diethyl-3-phenyl-4-pyrone C(C)C=1OC(=CC(C1C1=CC=CC=C1)=O)CC